((R)-2-(2-Chloro-3-fluorophenyl)pyrrolidin-1-yl)-2-fluoro-N-((R,E)-4-(methylsulfonyl)but-3-en-2-yl)benzamide ClC1=C(C=CC=C1F)[C@@H]1N(CCC1)C=1C(=C(C(=O)N[C@H](C)\C=C\S(=O)(=O)C)C=CC1)F